ClC1=NC=C(C(=N1)N[C@H]1C[C@@H](CCC1)O)I (1R,3R)-3-((2-chloro-5-iodopyrimidin-4-yl)amino)cyclohexan-1-ol